COC(=O)[C@H]1N(C[C@H](C1)OC)C(=O)OC(C)(C)C (2S,4S)-N-Boc-4-methoxypyrrolidine-2-carboxylic acid methyl ester